6-fluoro-3-oxo-3,4-dihydro-2-pyrazinecarboxamide FC1=CNC(C(=N1)C(=O)N)=O